methyl 4-(8-oxo-1,4-dioxaspiro[4.5]decan-7-yl)benzoate O=C1C(CC2(OCCO2)CC1)C1=CC=C(C(=O)OC)C=C1